2-amino-1,3-benzenedisulfonic acid NC1=C(C=CC=C1S(=O)(=O)O)S(=O)(=O)O